FC1=C(C(=C(C=C1F)F)F)[C@H]1CC=2N(C(NC2CC(=O)NCC(=O)OCC)=S)C1 ethyl (R)-(2-(6-(2,3,5,6-tetrafluorophenyl)-3-thioxo-2,5,6,7-tetrahydro-3H-pyrrolo[1,2-c]imidazol-1-yl)acetyl)glycinate